2-(4-(4-ethoxy-1-methyl-6-oxo-1,6-dihydropyridin-3-yl)-1H-pyrazol-1-yl)benzoic acid C(C)OC=1C(=CN(C(C1)=O)C)C=1C=NN(C1)C1=C(C(=O)O)C=CC=C1